2-allyl-1-(6-(2-hydroxypropan-2-yl)pyridin-2-yl)-6-((2-methyl-1H-benzo[d]imidazol-5-yl)amino)-1,2-dihydro-3H-pyrazolo[3,4-d]pyrimidin-3-one C(C=C)N1N(C2=NC(=NC=C2C1=O)NC1=CC2=C(NC(=N2)C)C=C1)C1=NC(=CC=C1)C(C)(C)O